BrC=1C(=C(O[C@H](CCCN2C(C3=CC=CC=C3C2=O)=O)C)C=CC1F)CNCC (S)-2-(4-(3-Bromo-2-((ethylamino)methyl)-4-fluorophenoxy)pentyl)isoindole-1,3-dione